C1(CC1)COC1=CC2=C(CN(C(O2)=O)CC=2C(=C(C=CC2)NC(OC(C)(C)C)=O)F)C=C1 tert-butyl (3-((7-(cyclopropylmethoxy)-2-oxo-2H-benzo[e][1,3]oxazin-3(4H)-yl)methyl)-2-fluorophenyl)carbamate